CN(C1=C(C=NC=C1)[C@H]1CN(C2(CC2)C1)C(=O)[C@@H]1CC[C@H]2N1C([C@H](C[C@H]1[C@@H](C2)C1)NC(OC(C)(C)C)=O)=O)C tert-butyl ((3S,6S,7aS,8aR,9aR)-3-((S)-6-(4-(dimethylamino)pyridin-3-yl)-4-azaspiro[2.4]heptane-4-carbonyl)-5-oxodecahydro-1H-cyclopropa[d]pyrrolo[1,2-a]azocin-6-yl)carbamate